N-[2-(6-cyano-2-pyridyl)-2-(1-methylpyrazol-4-yl)propyl]-5-(2,4-difluorophenyl)isoxazole-3-carboxamide C(#N)C1=CC=CC(=N1)C(CNC(=O)C1=NOC(=C1)C1=C(C=C(C=C1)F)F)(C)C=1C=NN(C1)C